C12(CC3CC(CC(C1)C3)C2)CN2N=CC(=C2)C2=C(C3=C(N=N2)N(C=C3)C=3C=NC(=C(C3)F)Cl)C(=O)OCC ethyl 3-(1-(adamantan-1-ylmethyl)-1H-pyrazol-4-yl)-7-(6-chloro-5-fluoropyridin-3-yl)-7H-pyrrolo[2,3-c]pyridazine-4-carboxylate